C1=CC(=C(C(=C1)Cl)C2=NC3=C(C=C2)C=C(C=C3)CC(C(=O)O)NC(=O)C4=C(C=CC=C4Cl)Cl)Cl The molecule is an alanine derivative that is alanine substituted by a 2,6-dichlorobenzoyl group at the N and a 2-(2,6-dichlorophenyl)-6-quinolyl group at position 3. It is a member of quinolines, a dichlorobenzene and a N-acyl-amino acid. It contains a 2,6-dichlorobenzoyl group.